C(CCC)[Sn](C1=C(N=NC=C1)OC)(CCCC)CCCC tributyl-(3-methoxypyridazin-4-yl)stannane